C(C)(C)(C)C=1C=CC(=C(C1)S(=O)(=O)NC(=O)C1=CC=C2C(=CN(C2=C1)C)I)OC N-((5-(tert-butyl)-2-methoxyphenyl)sulfonyl)-3-iodo-1-methyl-1H-indole-6-carboxamide